(3R)-4-[2-tert-butoxy-6-[4-methylsulfonyl-2-(trifluoromethyl)phenyl]-4-pyridinyl]-3-methyl-morpholine C(C)(C)(C)OC1=NC(=CC(=C1)N1[C@@H](COCC1)C)C1=C(C=C(C=C1)S(=O)(=O)C)C(F)(F)F